Platinum cerium [Ce].[Pt]